[1-[4-[methyl(tetra-hydropyran-4-yl)amino]-5-oxido-6,7-dihydro-thieno[3,2-d]pyrimidin-5-ium-2-yl]azetidin-3-yl] 4-fluorobenzoate FC1=CC=C(C(=O)OC2CN(C2)C=2N=C(C3=C(N2)CC[S+]3[O-])N(C3CCOCC3)C)C=C1